FCC=1C(=NC=CN1)C1(CC1)C(=O)O 1-(3-(fluoromethyl)pyrazin-2-yl)cyclopropane-1-carboxylic acid